COC1=CC=C(C=N1)[C@H]1COC=2C(=NC=C(C2)OC=2C=CC=3N(C(C=CN3)=O)C2)O1 (S)-7-((3-(6-methoxypyridin-3-yl)-2,3-dihydro-[1,4]dioxino[2,3-b]pyridin-7-yl)oxy)-4H-pyrido[1,2-a]pyrimidin-4-one